1-(4-bromophenyl)-3,5-dimethyl-pyrazole BrC1=CC=C(C=C1)N1N=C(C=C1C)C